1-(7-bromo-6-fluoro-1,3,4,5-tetrahydro-2H-pyrido[4,3-b]indol-2-yl)-2-hydroxyethan-1-one BrC=1C=CC=2C3=C(NC2C1F)CCN(C3)C(CO)=O